2-(3-((R)-1-(4-methyl-4H-1,2,4-triazol-3-yl)-2-((R)-tetrahydrofuran-3-yl)ethyl)phenyl)-6-(((1-methylcyclobutyl)amino)methyl)-4-(trifluoromethyl)isoindolin-1-one CN1C(=NN=C1)[C@H](C[C@H]1COCC1)C=1C=C(C=CC1)N1C(C2=CC(=CC(=C2C1)C(F)(F)F)CNC1(CCC1)C)=O